(S)-3-(3-(benzyloxy)-5-(3-(3-hydroxy-2,2-dimethylpropyl)-2-iodo-1H-indol-5-yl)phenyl)-2-((tert-butoxycarbonyl)amino)propanoic acid C(C1=CC=CC=C1)OC=1C=C(C=C(C1)C=1C=C2C(=C(NC2=CC1)I)CC(CO)(C)C)C[C@@H](C(=O)O)NC(=O)OC(C)(C)C